C1(CCC1)C1=CC=C2C=C(C(=NC2=C1C(=O)OC(C)(C)C)OC)C(N[C@H]1CS(C=C1)(=O)=O)=O tertbutyl (R)-7-cyclobutyl-3-((1,1-dioxido-2,3-dihydrothiophen-3-yl)carbamoyl)-2-methoxyquinoline-8-carboxylate